[Cu].N1C=NCC1.N1C=NCC1.N1C=NCC1.N1C=NCC1 tetraimidazoline copper